CN(CCCOC1=NC=C(C=C1NS(=O)(=O)C1=CC=CC=C1)C1=CC=2C3=C(C=NC2C=C1)N(C(C31CCCC1)=O)C)C N-(2-(3-(dimethylamino)propoxy)-5-(3'-methyl-2'-oxo-2',3'-dihydrospiro[cyclopentane-1,1'-pyrrolo[2,3-c]quinolin]-8'-yl)pyridin-3-yl)benzenesulfonamide